4-benzyloxy-1-butanol C(C1=CC=CC=C1)OCCCCO